tert-butyl N-[5-(2-oxo-1-piperidyl)thiazolo[5,4-d]pyrimidin-2-yl]carbamate O=C1N(CCCC1)C=1N=CC2=C(N1)SC(=N2)NC(OC(C)(C)C)=O